D-α-Cyclohexylglycine C1(CCCCC1)[C@@H](N)C(=O)O